4-[4-(5-chloropyridin-2-yl)-4-cyanocyclohexyl]-1,4-diazepane-1-carboxylic acid ethyl ester C(C)OC(=O)N1CCN(CCC1)C1CCC(CC1)(C#N)C1=NC=C(C=C1)Cl